FC1=C(C(=CC=C1)F)CCI 1,3-difluoro-2-(2-iodoethyl)benzene